(Rac)-1-(4-bromo-5-ethyl-1-methyl-1H-pyrazol-3-yl)-3-(dimethylamino)propan-1-ol BrC=1C(=NN(C1CC)C)[C@@H](CCN(C)C)O |r|